NC=1C(=NC(=CN1)C1=CC=C(C=C1)S(=O)(=O)C(C)C)C1=CC(=NO1)C1=CC=C(CNC(=O)NC)C=C1 1-(4-(5-(3-amino-6-(4-(isopropylsulphonyl)phenyl)pyrazin-2-yl)isoxazol-3-yl)benzyl)-3-methylurea